[4-[(3S)-3-(3-chlorophenoxy)-1-piperidinyl]tetrahydropyran-4-yl]methanol ClC=1C=C(O[C@@H]2CN(CCC2)C2(CCOCC2)CO)C=CC1